Dipropylene glycol dilactate C(C(O)C)(=O)OC(C)COC(C)COC(C(O)C)=O